BrCC1=C(C(=CC=C1)I)Br 1-(bromomethyl)-2-bromo-3-iodobenzene